FC1=C(OC2=C(C(=O)N)C=CC(=C2)C=2N=NC=CC2)C=CC(=C1)OCCCN1C(OCC1)=O 2-[2-fluoro-4-[3-(2-oxooxazolidin-3-yl)propoxy]phenoxy]-4-pyridazin-3-yl-benzamide